[Cl-].C(C1CO1)C(C)[NH3+] 2-glycidyl-(2-ethyl)ammonium chloride